tert-butyl ((8-bromo-6-cyclopropylimidazo[1,2-a]pyridin-2-yl)methyl)(methyl)carbamate BrC=1C=2N(C=C(C1)C1CC1)C=C(N2)CN(C(OC(C)(C)C)=O)C